3-hydroxypropyl(tris(2-(4-vinylbenzoyloxy)ethyl))ammonium OCCC[N+](CCOC(C1=CC=C(C=C1)C=C)=O)(CCOC(C1=CC=C(C=C1)C=C)=O)CCOC(C1=CC=C(C=C1)C=C)=O